(3R)-7-((S)-4-acryloyl-2-methylpiperazin-1-yl)-3-((methoxymethoxy)methyl)-9-(trifluoromethyl)-10-(2,4,5-trifluorophenyl)-2H-[1,4]thiazino[2,3,4-ij]quinazolin-5(3H)-one C(C=C)(=O)N1C[C@@H](N(CC1)C1=NC(N2C3=C(C(=C(C=C13)C(F)(F)F)C1=C(C=C(C(=C1)F)F)F)SC[C@H]2COCOC)=O)C